2,2-difluoro-1-phenylbutan-1-ol FC(C(O)C1=CC=CC=C1)(CC)F